(R)-N-(6-fluoroisoquinolin-1-yl)-5-(1-methyl-1H-1,2,3-triazol-4-yl)-N-(piperidin-3-yl)picolinamide FC=1C=C2C=CN=C(C2=CC1)N(C(C1=NC=C(C=C1)C=1N=NN(C1)C)=O)[C@H]1CNCCC1